tert-butyl (S)-2-((S)-3,3-difluorocyclohexyl)-2-((diphenylmethylene)amino)-acetate FC1(C[C@H](CCC1)[C@@H](C(=O)OC(C)(C)C)N=C(C1=CC=CC=C1)C1=CC=CC=C1)F